FC1=C(C(=O)OOC(C2=C(C(=C(C(=C2F)F)F)F)F)=O)C(=C(C(=C1F)F)F)F 2,3,4,5,6-pentafluorobenzoyl peroxide